2-(1-(5,6,7,8-tetrahydro-[1,2,4]triazolo[1,5-a]pyrazine-7-carbonyl)piperidin-4-ylidene)-2-(4-(trifluoromethyl)phenyl)acetonitrile N=1C=NN2C1CN(CC2)C(=O)N2CCC(CC2)=C(C#N)C2=CC=C(C=C2)C(F)(F)F